4-[bis(3,5-dimethyl-4-hydroxyphenyl)methyl]-2-methoxy-phenol CC=1C=C(C=C(C1O)C)C(C1=CC(=C(C=C1)O)OC)C1=CC(=C(C(=C1)C)O)C